FC1(CCC(CC1)[C@H](NC(=O)C1=CC=NN1C(C)C)C=1N=C2N(N=CC(=C2)CN2C(N[C@@H](CCC2)C)=O)C1)F |o1:31| N-((S)-(4,4-Difluorocyclohexyl)(7-(((R*)-4-methyl-2-oxo-1,3-diazepan-1-yl)methyl)imidazo[1,2-b]pyridazin-2-yl)methyl)-1-isopropyl-1H-pyrazole-5-carboxamide